S1C(=NC2=C1C=CC=C2)C(C)O 1-(benzo[d]thiazol-2-yl)ethan-1-ol